vinylpropyltriisopropoxysilane C(=C)CCC[Si](OC(C)C)(OC(C)C)OC(C)C